(diphenylfluorenyl)(dibenzothiophenylphenyl)(naphthylphenyl)amine C1(=CC=CC=C1)C=1C(=C(C=2CC3=CC=CC=C3C2C1)N(C1=C(C=CC=C1)C1=CC=CC2=CC=CC=C12)C1=C(C=CC=C1)C1=CC=CC=2SC3=C(C21)C=CC=C3)C3=CC=CC=C3